COC=1C(=CC=C2C=NNC12)C(=O)[O-] 7-methoxy-1H-indazole-6-carboxylate